[OH-].C(=CC)[N+](CCC)(CCC)C=CC dipropenyl-dipropylammonium hydroxide